Cl.N1(CCNCC1)C=1C=NC(=NC1)C(=O)OC Methyl 5-(piperazin-1-yl)pyrimidine-2-carboxylate hydrochloride